[Si].[Cr] Chromium Silicon